3-chloro-5-fluoro-4-(6-((6-(3-(hydroxymethyl)azetidin-1-yl)pyrimidin-4-yl)amino)-1H-pyrazolo[4,3-c]pyridin-1-yl)benzonitrile ClC=1C=C(C#N)C=C(C1N1N=CC=2C=NC(=CC21)NC2=NC=NC(=C2)N2CC(C2)CO)F